BrC=1C=C2C3(C(N(C(C2=CC1)=O)CC(=O)N[C@H]1CN(CCC1)C1CCC1)=O)CC3 2-(6'-bromo-1',3'-dioxospiro[cyclopropane-1,4'-isoquinoline]-2'-yl)-N-[(3R)-1-cyclobutylpiperidin-3-yl]acetamide